CC1=NOC(=C1C1=CC=C(C(=N1)OC)NC(=O)C=1C(=NOC1C)C1=CC=CC=C1)C N-[6-(3,5-Dimethylisoxazol-4-yl)-2-methoxy-3-pyridyl]-5-methyl-3-phenyl-isoxazole-4-carboxamide